methyl 2-(bromomethyl)-3-(2-(tert-butoxy)-2-oxoethoxy)-4-fluorobenzoate BrCC1=C(C(=O)OC)C=CC(=C1OCC(=O)OC(C)(C)C)F